N,N-bis(2,2,6,6-tetramethyl-piperidin-4-yl)hexane-1,6-diamine CC1(NC(CC(C1)N(CCCCCCN)C1CC(NC(C1)(C)C)(C)C)(C)C)C